C(C1=CC=CC=C1)OC1(C(CCC(C1)(F)F)=O)C 2-(benzyloxy)-4,4-difluoro-2-methylcyclohexane-1-one